CN(C)CC1(CC1)COC=1N=C(C2=C(N1)CN(C2)C(=O)C2=CC(=CC1=CC=CC(=C21)I)O)N2CCSCCC2 (2-((1-((dimethylamino)methyl)cyclopropyl)methoxy)-4-(1,4-thiazepan-4-yl)-5,7-dihydro-6H-pyrrolo[3,4-d]pyrimidin-6-yl)(3-hydroxy-8-iodonaphthalen-1-yl)methanone